N-(tert-butyl)-3-((1r,4r)-4-(difluoromethyl)-5'-(methylsulfonamido)spiro[cyclohexane-1,3'-indoline]-1'-carbonyl)benzenesulfonamide C(C)(C)(C)NS(=O)(=O)C1=CC(=CC=C1)C(=O)N1CC2(C3=CC(=CC=C13)NS(=O)(=O)C)CCC(CC2)C(F)F